4-(7-bromo-6-chloro-1-(2-isopropylphenyl)-2-oxo-1,2-dihydroquinazolin-4-yl)piperazine-1-carboxylic acid tert-butyl ester C(C)(C)(C)OC(=O)N1CCN(CC1)C1=NC(N(C2=CC(=C(C=C12)Cl)Br)C1=C(C=CC=C1)C(C)C)=O